C(C)(C)(C)C=1C=C(C=C(C1O)C(C)(C)C)CCC(=O)OCC(COC(CCC1=CC(=C(C(=C1)C(C)(C)C)O)C(C)(C)C)=O)(COC(CCC1=CC(=C(C(=C1)C(C)(C)C)O)C(C)(C)C)=O)COC(CCC1=CC(=C(C(=C1)C(C)(C)C)O)C(C)(C)C)=O pentaerythritol tetra(beta-(3,5-di-tert-butyl 4-hydroxyphenyl) propionate)